C1=CC=CC=2C3=CC=CC=C3C(C12)COC(=O)N[C@@H](CC1=NN=C(S1)C1=CC=C(C(=O)OC)C=C1)C(=O)OCC=C methyl (S)-4-(5-(2-((((9H-fluoren-9-yl)methoxy) carbonyl)amino)-3-(allyloxy)-3-oxopropyl)-1,3,4-thiadiazol-2-yl)benzoate